C1(CC1)N1C=C(C2=CC=CC=C12)C1=NC(=NC=C1)NC=1C(=CC(=C(C1)NC(C=C)=O)N(CCNC)C)OC N-(5-((4-(1-cyclopropyl-1H-indol-3-yl)pyrimidin-2-yl)amino)-4-methoxy-2-(methyl-(2-(methylamino)ethyl)amino)phenyl)propenamide